CC=1C=C(C=C(C1OC(CCCCCCCCCC)=O)C)[S+](C1=CC=CC=C1)C1=CC=CC=C1 (3,5-dimethyl-4-(undecanoyloxy)phenyl)diphenylsulfonium